C(CCC)N1C(N(C(CC1=O)=O)C1CCC2(CC3(C(N(C=4C3=NC=CC4)COCC[Si](C)(C)C)=O)C2)CC1)=O 1-Butyl-3-(2''-oxo-1''-((2-(trimethylsilyl)ethoxy)methyl)-1'',2''-dihydrodispiro[cyclohexane-1,1'-cyclobutane-3',3''-pyrrolo[3,2-b]pyridin]-4-yl)pyrimidine-2,4,6(1H,3H,5H)-trione